(Z)-2-(1-(oximino)-2,3-dihydro-1H-inden-2-yl)acetic acid methyl ester COC(CC1/C(/C2=CC=CC=C2C1)=N/O)=O